tert-Butyl 4-(6-(2-chloro-4-fluorophenyl)-5-(methoxycarbonyl)-2-(thiazol-2-yl)-3,6-dihydropyrimidin-4-yl)azepane-1-carboxylate ClC1=C(C=CC(=C1)F)C1C(=C(NC(=N1)C=1SC=CN1)C1CCN(CCC1)C(=O)OC(C)(C)C)C(=O)OC